[N+](=O)(OCCCC(=O)N1C=C(C2=CC=CC=C12)CCN(C(C)C)C(C)C)[O-] 4-(3-(2-(diisopropylamino)ethyl)-1H-indol-1-yl)-4-oxobutyl nitrate